(5R)-2-methyl-5-prop-1-en-2-ylcyclohex-2-en-1-one CC=1C(C[C@@H](CC1)C(=C)C)=O